3-[(2-ethoxy-2-oxoethyl)(methyl)carbamoyl]propionic acid ethyl ester C(C)OC(CCC(N(C)CC(=O)OCC)=O)=O